N-(5-FORMYL-1H-IMIDAZOL-2-YL)-ACETAMIDE C(=O)C1=CN=C(N1)NC(C)=O